rac-(1r,2r,3s,4r,5s)-5-hydroxy-3-(2-methoxypyridin-4-yl)-N-(3-methyl-5-(trifluoromethyl)phenyl)-7-oxabicyclo[2.2.1]heptane-2-carboxamide O[C@@H]1[C@H]2[C@@H]([C@H]([C@@H](C1)O2)C(=O)NC2=CC(=CC(=C2)C(F)(F)F)C)C2=CC(=NC=C2)OC |r|